O=C(CCCCCCCNC(OC(C)(C)C)=O)NC=1C=NC(=CC1)C=1N=NC(=NN1)C1=NC=CC=C1 tert-butyl (8-oxo-8-((6-(6-(pyridin-2-yl)-1,2,4,5-tetrazin-3-yl)pyridin-3-yl)amino)octyl)carbamate